3-(9-((4-(1-aminocyclobutyl)phenyl)carbamoyl)-4,5-dihydrobenzo[b]thieno[2,3-d]oxepin-8-yl)-6-(propylcarbamoyl)picolinic acid NC1(CCC1)C1=CC=C(C=C1)NC(=O)C1=CC2=C(OCCC3=C2SC=C3)C=C1C=1C(=NC(=CC1)C(NCCC)=O)C(=O)O